carboxymethyl 5-[2-chloro-4-(trifluoromethyl)phenoxy]-2-nitrobenzoate ClC1=C(OC=2C=CC(=C(C(=O)OCC(=O)O)C2)[N+](=O)[O-])C=CC(=C1)C(F)(F)F